N=1N2C(=C(C1)B1OC(C)(C)C(C)(C)O1)CC1(C2)CC1 4',6'-dihydrospiro[cyclopropane-1,5'-pyrrolo[1,2-b]pyrazole]-3'-boronic acid pinacol ester